O1NOC2=C1C=CC(=C2)C2=NC(=NO2)C2=CC=C(C1=CC=CC=C21)CN2CC(C2)C(=O)O 1-((4-(5-(benzo[d][1,3]dioxazol-5-yl)-1,2,4-oxadiazol-3-yl)naphthalen-1-yl)methyl)azetidine-3-carboxylic acid